C(C1=CC=CC=C1)OC(C(CCC(=O)O)NC(=O)OCC1=CC=CC=C1)=O 5-(benzyloxy)-4-(((benzyloxy)carbonyl)amino)-5-oxopentanoic acid